C1(=CC=CC=C1)P(C1=C(C=CC(=C1)O)O)(C1=CC=CC=C1)=O diphenyl-(2,5-dihydroxy-phenyl)-phosphorus oxide